Methyl (S)-5-((2S,3R)-3-amino-2-hydroxy-5-methylhexanoyl)-5-azaspiro[2.4]heptane-6-carboxylate N[C@@H]([C@@H](C(=O)N1CC2(CC2)C[C@H]1C(=O)OC)O)CC(C)C